3H-1,2,3-Triazolo[4,5-b]pyridin N1=NNC2=NC=CC=C21